NC1=C(C(N(C2=CC(=CC=C12)O)C1=C2C=CN=C(C2=CC=C1)Cl)=O)C(=O)OC methyl 4-amino-1-(1-chloroisoquinolin-5-yl)-7-hydroxy-2-oxo-1,2-dihydroquinoline-3-carboxylate